2-Chloro-4-{2-formylthien-4-yl}-7-phenyl-7H-pyrrolo[2,3-d]pyrimidine ClC=1N=C(C2=C(N1)N(C=C2)C2=CC=CC=C2)C=2C=C(SC2)C=O